C1(CCCCC1)C[C@@H](C(=O)NC(CC1C(NC2(CCC2)C1)=O)C(C(=O)NC1CC1)=O)NC(OCC1=CC(=CC=C1)Cl)=O 3-Chlorobenzyl ((2S)-3-cyclohexyl-1-((4-(cyclopropylamino)-3,4-dioxo-1-(6-oxo-5-azaspiro[3.4]octan-7-yl)butan-2-yl)amino)-1-oxopropan-2-yl)carbamate